2-(6-((3-fluoropiperidin-4-yl)oxy)pyridazin-3-yl)-5-(1H-pyrazol-1-yl)-phenol FC1CNCCC1OC1=CC=C(N=N1)C1=C(C=C(C=C1)N1N=CC=C1)O